CC=1C=C(C(=O)OC2=CC(=CC(=C2)C=NC2=CC=C(C=C2)Cl)Br)C=CC1 3-bromo-5-((4-chlorophenylimino)meth-yl)phenyl 3-methylbenzoate